1,4,5,8-Tetramethyl-naphthalene CC1=CC=C(C2=C(C=CC(=C12)C)C)C